CN(C(CNC(=O)N1CCCC2=CC=C(C=C12)F)C1=CSC=C1)C N-(2-(dimethylamino)-2-(thien-3-yl)ethyl)-7-fluoro-3,4-dihydroquinoline-1(2H)-carboxamide